C(C)(C)(C)OC(=O)N1CCC(CC1)N1N=CC(=C1)C1=C(C2=C(N=CN=C2N)N1C)C1=CC=C(C=C1)OC 4-(4-(4-amino-5-(4-methoxyphenyl)-7-methyl-7H-pyrrolo[2,3-d]pyrimidin-6-yl)-1H-pyrazol-1-yl)piperidine-1-carboxylic acid tert-butyl ester